(R)-2-(6-(3-methylmorpholino)-1-(1-((2-(trimethylsilyl)ethoxy)methyl)-1H-pyrazol-3-yl)-1H-pyrazolo[3,4-b]pyridin-4-yl)propan-2-ol C[C@@H]1COCCN1C1=CC(=C2C(=N1)N(N=C2)C2=NN(C=C2)COCC[Si](C)(C)C)C(C)(C)O